C(=C)C1=CC=C(CP(=O)(CC2=CC=C(C=C2)C=C)CC(=O)O)C=C1 2-(bis(4-vinylbenzyl)phosphoryl)acetic acid